C(C)OC(=O)C=1N(C(=CC1C)C)N 1-amino-3,5-dimethyl-1H-pyrrole-2-carboxylic acid ethyl ester